NC1=NNC2=C(C=C(C=C12)C1=CC(=NC=C1)N(C(OC(C)(C)C)=O)S(=O)(=O)C)Br tert-butyl (4-(3-amino-7-bromo-1H-indazol-5-yl)pyridin-2-yl)(methylsulfonyl)carbamate